tert-Butyl 3a,4,7,7a-Tetrahydro-1H-isoindole-2(3H)-carboxylate C1N(CC2CC=CCC12)C(=O)OC(C)(C)C